4-((6-(2-hydroxypropan-2-yl)pyridin-3-yl)amino)-N-(4-methoxybenzyl)-N-methylbenzenesulfonamide OC(C)(C)C1=CC=C(C=N1)NC1=CC=C(C=C1)S(=O)(=O)N(C)CC1=CC=C(C=C1)OC